O1COC2=C1C=CC(=C2)CC(CC)=O 1-(benzo[d][1,3]dioxol-5-yl)butan-2-one